N-(5-(dimethyl-amino)pentyl)-6-[131I]iodonicotinamide CN(CCCCCNC(C1=CN=C(C=C1)[131I])=O)C